BrC1=CC=C(C=C1)NC=O N-(4-bromophenyl)formamide